ClC1=C(C=CC=C1)CC(=O)NC1=CC(=C(C=C1)OCC1=CC=C(C=C1)C#N)S(N)(=O)=O 2-(2-chlorophenyl)-N-{4-[(4-cyanobenzyl)oxy]-3-sulfamoylphenyl}acetamide